tert-butyl (4-(methylsulfonyl)-2,3-dihydrobenzofuran-7-yl)(prop-2-yn-1-yl)carbamate CS(=O)(=O)C1=CC=C(C2=C1CCO2)N(C(OC(C)(C)C)=O)CC#C